C1(CC1)C1=C(C=CC=C1)C1=NC=C2N(C(N(C2=N1)CC1=CC=C(C=C1)C=1N(C=C(N1)C(F)(F)F)C)=N)C 2-(2-cyclopropylphenyl)-7-methyl-9-[[4-[1-methyl-4-(trifluoromethyl)imidazol-2-yl]phenyl]methyl]purin-8-imine